N-[5-[4-[[(2S)-1-isopropylazetidin-2-yl]methoxy]-2-methyl-pyrazol-3-yl]pyrazolo[1,5-a]pyridin-2-yl]cyclopropanecarboxamide C(C)(C)N1[C@@H](CC1)COC1=C(N(N=C1)C)C1=CC=2N(C=C1)N=C(C2)NC(=O)C2CC2